6-chloro-7-(trifluoromethyl)quinolin-4-ol ClC=1C=C2C(=CC=NC2=CC1C(F)(F)F)O